S1C(=NN=C1)NC(=O)NC=1C=2N=CN([C@H]3[C@H](O)[C@H](O)[C@@H](CO)O3)C2N=CN1 N6-(1,3,4-thiadiazol-2-yl-carbamoyl)-adenosine